N(=[N+]=[N-])CCOCCOCCOCC(N[C@H](C(=O)N1[C@@H](C[C@H](C1)O)C(=O)NCC1=CC=C(C=C1)C1=C(N=CS1)C)C(C)(C)C)=O (2S,4R)-1-((S)-14-azido-2-(tert-butyl)4-oxo-6,9,12-trioxa-3-azatetradecanoyl)-4-hydroxy-N-(4-(4-methylthiazol-5-yl)benzyl)pyrrolidine-2-carboxamide